C(C1=CC=CC=C1)OC(=O)N1CCC(=C[C@H]1C1=CC=C(C=C1)C(=O)OC)C1=CSC=C1 (S)-6-(4-(methoxycarbonyl)phenyl)-4-(thiophen-3-yl)-3,6-dihydropyridine-1(2H)-carboxylic acid benzyl ester